5-bromo-7-(bromomethyl)[1,2,4]triazolo[1,5-a]pyridine BrC1=CC(=CC=2N1N=CN2)CBr